(2S,3R,4R,5S)-3,4,5-tris(benzyloxy)-2-((benzyloxy)methyl)-1-(piperidin-4-ylmethyl)piperidine C(C1=CC=CC=C1)O[C@@H]1[C@@H](N(C[C@@H]([C@H]1OCC1=CC=CC=C1)OCC1=CC=CC=C1)CC1CCNCC1)COCC1=CC=CC=C1